The molecule is an ether in which the oxygen atom is linked to two ethyl groups. It has a role as an inhalation anaesthetic, a non-polar solvent and a refrigerant. It is a volatile organic compound and an ether. CCOCC